tert-butyl (1r,3r)-3-(1-(3,4-dimethyl-2-p-tolyl-2H-pyrazolo[3,4-d]pyridazin-7-yl)piperidine-4-carboxamido)cyclobutylcarbamate CC=1N(N=C2C(=NN=C(C21)C)N2CCC(CC2)C(=O)NC2CC(C2)NC(OC(C)(C)C)=O)C2=CC=C(C=C2)C